(Z)-2-(2-aminopyrimidine-5-ylmethylene)-6-hydroxybenzofuran NC1=NC=C(C=N1)\C=C\1/OC2=C(C1)C=CC(=C2)O